CO[C@H](CO)C1=NC(=CC(=N1)N1N=C(C=C1C)C=1C=C(C=CC1)C)N1CCOCC1 (S)-2-methoxy-2-(4-(5-methyl-3-(m-tolyl)-1H-pyrazol-1-yl)-6-morpholinopyrimidin-2-yl)ethan-1-ol